C[Si](C=1CC2=CC=CC=C2C1)(C1=CC=CC=2C3=CC=CC=C3CC12)C dimethyl-(9H-fluorenyl)-(2-indenyl)silane